ClC1=CC(=NC=N1)NC(=O)C1CC(C1)N1CC(CCC1)C(=O)OC(C)(C)C tert-butyl 1-{3-[(6-chloropyrimidin-4-yl)carbamoyl]cyclobutyl}piperidine-3-carboxylate